N1=C(C=CC=C1)SSCCC(=O)ON1C(CCC1=O)=O succinimidyl 3-[[(2-pyridyl)thio]thio]propionate